methyl 7-(2-{2-[2-({2-methyl-8-[4-(trifluoromethyl)phenyl]-2H,8H-pyrazolo[3,4-b]indol-5-yl}formamido)ethoxy]ethoxy}ethoxy)heptanoate CN1N=C2N(C3=CC=C(C=C3C2=C1)C(=O)NCCOCCOCCOCCCCCCC(=O)OC)C1=CC=C(C=C1)C(F)(F)F